1,1-dicyano-2-hydroxy-2-(4-phenoxyphenyl)ethylene C(#N)C(=C(C1=CC=C(C=C1)OC1=CC=CC=C1)O)C#N